COC(=O)C1=CC2=C(N1)SC=C2 6H-thieno{2,3-b}pyrrole-5-carboxylic acid methyl ester